COC(=O)[C@@H]1[C@@H](CCCC1)C(=O)O |r| (±)-Cis-2-methoxycarbonylcyclohexane-1-carboxylic acid